N-(2-(5-chloro-1H-indol-3-yl)ethyl)-2-hydroxy-4-methylbenzamide ClC=1C=C2C(=CNC2=CC1)CCNC(C1=C(C=C(C=C1)C)O)=O